N(=C=O)CC#C 3-isocyanatoprop-1-yne